(methyl-d3)(naphthalen-2-ylmethyl)selenane C([2H])([2H])([2H])C1([Se]CCCC1)CC1=CC2=CC=CC=C2C=C1